(S)-2,2-dimethyl-4-oxazolidinecarboxylic acid CC1(OC[C@H](N1)C(=O)O)C